3,5-bis(hydroxymethyl)benzyl-(9z,12z)-octadeca-9,12-dienoic acid 3,5-bis(hydroxymethyl)benzyl-4,4-bis(octyloxy)butyrate OCC=1C=C(COC(CCC(OCCCCCCCC)OCCCCCCCC)=O)C=C(C1)CO.OCC=1C=C(CC(C(=O)O)CCCCCC\C=C/C\C=C/CCCCC)C=C(C1)CO